C(C)(C)(C)OC(=O)NC1=C(C(=NN1C(C)C)C1=C(C=C(C=C1)CC(=O)O)Cl)C#N 2-[4-[5-(tert-Butoxycarbonylamino)-4-cyano-1-isopropyl-pyrazol-3-yl]-3-chlorophenyl]acetic acid